CC1=CC2=C(N(N=N2)C=2N=C3N(N2)[C@@H](C[C@@H]3F)C3=CC=CC=C3)C=C1 5-methyl-1-[(5s,7s)-7-fluoro-5-phenyl-6,7-dihydro-5H-pyrrolo[1,2-b][1,2,4]triazol-2-yl]benzotriazole